2-(4'-methoxynaphthalenyl)-4,6-bis(trichloromethyl)-s-triazine COC1=CC=C(C2=CC=CC=C12)C1=NC(=NC(=N1)C(Cl)(Cl)Cl)C(Cl)(Cl)Cl